2-Bromo-N-(1-(2-bromo-3,4-difluorophenyl)-2-(tert-butylamino)-2-oxoethyl)-N-(3,5-difluorophenyl)-4-methoxybenzamide BrC1=C(C(=O)N(C2=CC(=CC(=C2)F)F)C(C(=O)NC(C)(C)C)C2=C(C(=C(C=C2)F)F)Br)C=CC(=C1)OC